N-(isopropoxycarbonyl)-2,2,6,6-tetramethylpiperidine C(C)(C)OC(=O)N1C(CCCC1(C)C)(C)C